4-(2-(4-chlorophenyl)but-3-yn-2-yl)thiazol-5-d-2-amine ClC1=CC=C(C=C1)C(C)(C#C)C=1N=C(SC1[2H])N